tert-butyl 5,7-dichloro-6-(2-chloroethoxy)-3,4-dihydroquinoline-1(2H)-carboxylate ClC1=C2CCCN(C2=CC(=C1OCCCl)Cl)C(=O)OC(C)(C)C